BrC=1C(=C(C=CC1)C(C(=O)OC)(COS(=O)(=O)C)C)OCOC methyl 2-(3-bromo-2-(methoxymethoxy)phenyl)-2-methyl-3-((methylsulfonyl)oxy)propanoate